2-amino-3-methyl-N-(3-(1H-1,2,4-triazol-1-yl)benzyl)-N-((5-(trifluoromethyl)-2-pyridinyl)methyl)-6-quinolinecarboxamide NC1=NC2=CC=C(C=C2C=C1C)C(=O)N(CC1=NC=C(C=C1)C(F)(F)F)CC1=CC(=CC=C1)N1N=CN=C1